C(C)[Si](C#C)(CC)CC triethyl-(ethynyl)silane